O[CH2+] hydroxyl-carbenium